COC1CN(C1)[C@H]1COC2=CC=CC=C2[C@@H]1NC1=CC=CC=2N(C(=NC21)C(F)(F)F)COCC[Si](C)(C)C N-((3R,4S)-3-(3-methoxyazetidin-1-yl)chroman-4-yl)-2-(trifluoromethyl)-1-((2-(trimethylsilyl)ethoxy)methyl)-1H-benzo[d]imidazol-4-amine